CN(CC(C)(C)NC=1C=NC(=NC1)N1C(C2=CC=C(C=C2C=N1)C1=C(C(=CC=C1)OC)C)=O)C 2-(5-(1-(Dimethylamino)-2-methylpropan-2-ylamino)pyrimidin-2-yl)-6-(3-methoxy-2-methylphenyl)phthalazin-1(2H)-one